chloro(dimethylamino)-N,N-dimethylmethaniminium hexafluorophosphate F[P-](F)(F)(F)(F)F.ClC(=[N+](C)C)N(C)C